dioctadecyl-(dimethyl)ammonium chloride [Cl-].C(CCCCCCCCCCCCCCCCC)[N+](C)(C)CCCCCCCCCCCCCCCCCC